2-(azepan-1-yl)-4-((6-(4-(2-hydroxy-2-methylpropanoyl)piperazin-1-yl)pyridin-3-yl)amino)pyrimido[4,5-d]pyridazin-5(6H)-one N1(CCCCCC1)C=1N=C(C2=C(C=NNC2=O)N1)NC=1C=NC(=CC1)N1CCN(CC1)C(C(C)(C)O)=O